butene-1,3-diol C(=CC(C)O)O